2-(5-amino-2-chloro-phenyl)-2,2-difluoro-acetic acid NC=1C=CC(=C(C1)C(C(=O)O)(F)F)Cl